C12CN(CC(O1)C2)C=2C1=C(N=CN2)N(C(=C1)C(=O)N[C@H](C)C1=C(C(=CC=C1)C(F)F)F)C 4-(6-oxa-3-azabicyclo[3.1.1]heptan-3-yl)-N-((R)-1-(3-(difluoromethyl)-2-fluorophenyl)ethyl)-7-methyl-7H-pyrrolo[2,3-d]pyrimidine-6-carboxamide